γ-isocyanatopropyldiethoxymethylsilane N(=C=O)CCC[SiH2]C(OCC)OCC